4-(2-N-t-butoxycarbonylhydrazino)benzoic acid C(C)(C)(C)OC(=O)NNC1=CC=C(C(=O)O)C=C1